FC(O[C@H]1C[C@H](C1)C1=NOC(=C1)C12CC(C1)(C2)NC(OC(C)(C)C)=O)(F)F tert-butyl (3-(3-(cis-3-(trifluoromethoxy)cyclobutyl)isoxazol-5-yl)bicyclo[1.1.1]pentan-1-yl)carbamate